BrC=1C=C2CN(C(C2=CC1)=O)C1C(NC(CC1)=O)=O 3-(5-Bromo-1-oxo-isoindolin-2-yl)piperidine-2,6-dione